C(C)(C)C1=CC=C(C=C1)S(=O)(=O)OC=1C=C(C=CC1)NC(NC1=CC(=CC=C1)OS(=O)(=O)C1=CC=C(C=C1)C(C)C)=O bis-[3-(p-isopropylphenylsulphonyloxy)phenyl]urea